FC(C1(CCC1)CO)(F)F (1-trifluoromethyl-cyclobutyl)-methanol